C(C(C)C)OC(=O)C=1C2=C(C=CC=3C=4C=CC(=C5C(=CC=C(C(=CC1)C23)C54)C(=O)OCC(C)C)Cl)Cl 3,10-dichloroperylene-4,9-dicarboxylic acid diisobutyl ester